C12CN(CC2C1)C=1OC2=C(N1)C=CC(=C2)N2C=C(C(C=C2C2=CC(=C(C=C2)N2C[C@@H](CC2)F)C#N)=O)C(=O)O 1-(2-(3-Azabicyclo[3.1.0]hexane-3-yl)benzo[d]oxazol-6-yl)-6-(3-cyano-4-((R)-3-fluoropyrrolidin-1-yl)phenyl)-4-oxo-1,4-dihydropyridine-3-carboxylic acid